C(C)(C)(C)OC(N(C1CNCC1)CCCN(CC1=CC(=CC=C1)[N+](=O)[O-])C(=O)OC(C)(C)C)=O (3-((tert-butoxycarbonyl)(3-nitrobenzyl)amino)propyl)(pyrrolidin-3-yl)carbamic acid tert-butyl ester